3-isopropylsulfonyl-N-[2-[[4-[6-(6-methylpyrimidin-4-yl)-2-pyridyl]thiazol-2-yl]amino]-2-oxo-ethyl]benzamide C(C)(C)S(=O)(=O)C=1C=C(C(=O)NCC(=O)NC=2SC=C(N2)C2=NC(=CC=C2)C2=NC=NC(=C2)C)C=CC1